1'-(Boc)-1',2',3',6'-tetrahydro-[3,4'-bipyridine]-6-carboxylic acid C(=O)(OC(C)(C)C)N1CCC(=CC1)C=1C=NC(=CC1)C(=O)O